BrC1=C(C=CC(=C1)N1CC2C(C2C1)(F)F)CN1N=CC(=C1)C(=O)O 1-[(2-Bromo-4-{6,6-difluoro-3-azabicyclo[3.1.0]hex-3-yl}phenyl)methyl]-1H-pyrazole-4-carboxylic acid